IC=1C=C(C(=NC1)OC)CN[C@@H]1[C@@H](N(CCC1)CC=1NC(NN1)=O)C1=CC=CC=C1 5-(((2S,3S)-3-(((5-iodo-2-methoxypyridin-3-yl)methyl)amino)-2-phenylpiperidin-1-yl)methyl)-2,4-dihydro-3H-1,2,4-triazol-3-one